(cis)-3-(2-(2-(3-methylisoxazol-5-yl)acetamido)thiazol-5-yl)cyclopentyl isopropylcarbamate C(C)(C)NC(O[C@@H]1C[C@@H](CC1)C1=CN=C(S1)NC(CC1=CC(=NO1)C)=O)=O